4-((1S,6S)-6-ethynyl-cyclohex-2-enyl)-1,2-dimethoxybenzene C(#C)[C@H]1CCC=C[C@@H]1C1=CC(=C(C=C1)OC)OC